dieicosyl-ethylamine C(CCCCCCCCCCCCCCCCCCC)N(CC)CCCCCCCCCCCCCCCCCCCC